O[C@@H]1[C@H](N[C@H]([C@@H]1O)N1C2=NC(=NC(=C2N=C1)NCC1=NC=CC=C1)C=1C=NC=C(C1)OC)C(=O)NC (2S,3R,4S,5S)-3,4-dihydroxyl-N-meth-yl-5-(2-(5-methoxypyridin-3-yl)-6-((pyridin-2-ylmethyl)amino)-9H-purin-9-yl)pyrrolidin-2-formamide